C(#CC)C1=CC=C(C=C1)CN (4-(prop-1-yn-1-yl)phenyl)methanamine